C1(CC1)[C@@]1(C(NC(N1)=O)=O)CC(CC)C(=O)N1CC2=CC=C(C=C2C1)C(F)(F)F (5R)-5-cyclopropyl-5-(2-(5-(trifluoromethyl)isoindoline-2-carbonyl)butyl)imidazolidine-2,4-dione